(1s,4s)-1-ethyl-4-((5-(imidazo[1,2-b]pyridazin-6-yl)-7H-pyrrolo[2,3-d]pyrimidin-2-yl)amino)cyclohexan C(C)C1CCC(CC1)NC=1N=CC2=C(N1)NC=C2C=2C=CC=1N(N2)C=CN1